FC1=CC=2N=C3OC[C@@H]4COCCN4C3=NC2C(=C1)[C@@H](C)NC=1C(=NC=CC1)C(=O)N 3-[[(1R)-1-[(7S)-14-fluoro-5,9-dioxa-2,11,18-triazatetracyclo[8.8.0.02,7.012,17]octadeca-1(18),10,12(17),13,15-pentaen-16-yl]ethyl]amino]pyridine-2-carboxamide